4-ethyl-3,5-heptanediol dibenzoate C(C1=CC=CC=C1)(=O)OC(CC)C(C(CC)OC(C1=CC=CC=C1)=O)CC